5-(2-fluorophenyl)-N-(piperidin-4-yl)-1H-indazole-3-carboxamide FC1=C(C=CC=C1)C=1C=C2C(=NNC2=CC1)C(=O)NC1CCNCC1